FC(C1=CC(=NC=C1)[C@H]1C[C@H](C1)O)(F)F (cis)-3-(4-(trifluoromethyl)pyridin-2-yl)cyclobutan-1-ol